C(CCCCCCCCCCC)(=O)[O-].[Ca+2].C(CCCCCCCCCCC)(=O)[O-] calcium laurate salt